C1=C2C3=C(NC(C2=CN=C1)=O)NC1=C3C=CN=C1 6,7-dihydro-5H-pyrido[4',3':4,5]pyrrolo[2,3-c][2,7]naphthyridin-5-one